C(#N)C=1C=CC(=C(C1)NC(=O)C=1C(N(C=CC1)C)=O)N1CCC(CC1)OC1=NC=C(C=C1F)F N-(5-cyano-2-(4-((3,5-difluoropyridin-2-yl)oxy)piperidin-1-yl)phenyl)-1-methyl-2-oxo-1,2-dihydropyridine-3-carboxamide